IC1=CC(=NN1C1OCCCC1)CNC(C1=C(C=CC=C1)OC(F)(F)F)=O N-((5-iodo-1-(tetrahydro-2H-pyran-2-yl)-1H-pyrazol-3-yl)methyl)-2-(trifluoromethoxy)benzamide